tert-butyl 3-((4-((3,4-dichloro-2-fluorophenyl) amino)-6-nitroquinazolin-7-yl) ethynyl)-3-methylpyrrolidine-1-carboxylate ClC=1C(=C(C=CC1Cl)NC1=NC=NC2=CC(=C(C=C12)[N+](=O)[O-])C#CC1(CN(CC1)C(=O)OC(C)(C)C)C)F